2-(furan-2-ylmethylene)-4-nitrobutyrate O1C(=CC=C1)C=C(C(=O)[O-])CC[N+](=O)[O-]